CN1CCC(CC1)N1CC2=CC(=CC=C2CC1)C1(NNC(=N1)N)N 3-(2-(1-methylpiperidin-4-yl)-1,2,3,4-tetrahydroisoquinolin-7-yl)-1H-1,2,4-triazole-3,5-diamine